ClC1=C(C=CC(=C1)C)C=1C=CC(=C(C(=O)O)C1)NC(CN1CCOCC1)=O 5-(2-chloro-4-methylphenyl)-2-[(2-morpholin-4-ylacetyl)amino]benzoic acid